C1(CC1)C(C)C1=CC(=NN1COCC[Si](C)(C)C)C(=O)O 5-(1-Cyclopropylethyl)-1-{[2-(trimethylsilyl)ethoxy]Methyl}-1H-pyrazole-3-carboxylic acid